(4-nitrophenyl) [4-[[rac-(2S)-2-[[rac-(2S)-2-(9H-fluoren-9-ylmethoxycarbonylamino)-3-methyl-butanoyl]amino]-5-ureido-pentanoyl]amino]phenyl]methyl carbonate C(OC1=CC=C(C=C1)[N+](=O)[O-])(OCC1=CC=C(C=C1)NC([C@H](CCCNC(=O)N)NC([C@H](C(C)C)NC(=O)OCC1C2=CC=CC=C2C=2C=CC=CC12)=O)=O)=O |r|